2,2-dimethylpropyl chlorocarbonate C(OCC(C)(C)C)(=O)Cl